C(=O)(O)CN(C1=CC=C(/C=C/C2N(C3=CC=CC=C3C2(C)C)C)C=C1)CC(=O)O (trans)-2-(4-(bis(carboxymethyl)amino)styryl)-1,3,3-trimethyl-3H-indol